O=C1N(CC2=CC=C(C=C12)NC1=NC2=CC=CC=C2N=C1)C1C(NC(CC1)=O)=O 3-[1-oxo-6-(quinoxalin-2-ylamino)isoindolin-2-yl]piperidine-2,6-dione